6-bromo-7-fluoro-2-hydroxyquinoline-4-carboxylic acid BrC=1C=C2C(=CC(=NC2=CC1F)O)C(=O)O